FC=1C=C(C=CC1CSC1=C(C=CC=C1)F)B(O)O (3-FLUORO-4-([(2-FLUOROPHENYL)SULFANYL]METHYL)PHENYL)BORANEDIOL